C1(=CC=CC=C1)[C@@H]1[C@H](C1)NC(=O)[C@@H]1CN(C[C@H]1C(=O)N[C@@H]1[C@H](C1)C1=CC=CC=C1)C(C1=CC=C(C=C1)C(=O)N1C[C@H](N(CC1)C(C(C)(C)C)=O)C(NCCCCCCCCCCCCCC)=O)=O (3S,4S)-N3,N4-bis((1S,2R)-2-phenylcyclopropyl)-1-(4-((S)-4-pivaloyl-3-(tetradecylcarbamoyl)piperazine-1-carbonyl)benzoyl)pyrrolidine-3,4-dicarboxamide